Sodium (4-(4-(pyrazin-2-yl)piperazine-1-carbonyl)phenyl)(quinolin-8-ylsulfonyl)amide N1=C(C=NC=C1)N1CCN(CC1)C(=O)C1=CC=C(C=C1)[N-]S(=O)(=O)C=1C=CC=C2C=CC=NC12.[Na+]